C(O[C@@H]1[C@@H](CNCC1)O)([O-])=O ((3R,4S)-3-hydroxypiperidin-4-yl) carbonate